C1(CCC1)COC1=NC=CC=C1C1=CC(=C(C(=C1)F)CCCCC(=O)O)F 5-[4-(2-cyclobutylmethoxy-pyridin-3-yl)-2,6-difluoro-phenyl]-pentanoic acid